(6R,7S)-7-(3,4-difluoro-2-methoxyphenyl)-5-oxaspiro[3.4]octane-6-carboxylic acid FC=1C(=C(C=CC1F)[C@H]1[C@@H](OC2(CCC2)C1)C(=O)O)OC